C(CCCCCCCCCCC)N1CCN(CCN(CCN(CC1)CCCCCCCCCCCC)CCCCCCCCCCCC)CCCCCCCCCCCC 1,4,7,10-tetra(dodecyl)-1,4,7,10-tetraazacyclododecane